[Hf].C(CCOC1=C(C=C(C=C1C)F)C=1C(=C(C=C(C1)C(C)(CC(C)(C)C)C)N1C2=CC=C(C=C2C=2C=C(C=CC12)C(C)(C)C)C(C)(C)C)O)OC1(C(=CC(=CC1N1C2=CC=C(C=C2C=2C=C(C=CC12)C(C)(C)C)C(C)(C)C)C(C)(CC(C)(C)C)C)C1=CC(=CC(=C1)F)C)O 2',2''-(propane-1,3-diylbis(oxy))bis(3-(3,6-di-tert-butyl-9H-carbazol-9-yl)-5'-fluoro-3'-methyl-5-(2,4,4-trimethylpentan-2-yl)biphenyl-2-ol) hafnium